Pentaerythritol tetrakis(3-mercaptobutanoate) SC(CC(=O)OCC(COC(CC(C)S)=O)(COC(CC(C)S)=O)COC(CC(C)S)=O)C